10-benzyl-8-(4-benzylpiperidine-1-carbonyl)-5,10-dihydro-11H-dibenzo[b,e][1,4]diazepin-11-one C(C1=CC=CC=C1)N1C2=C(NC3=C(C1=O)C=CC=C3)C=CC(=C2)C(=O)N2CCC(CC2)CC2=CC=CC=C2